COC1=C(C=C(C=C1)N1CC2(C1)COCC2)S(=O)(=O)NC(=O)C2=NC1=CC=CC(=C1C=C2)N2N=CC=C2 N-((2-methoxy-5-(6-oxa-2-azaspiro[3.4]octan-2-yl)phenyl)sulfonyl)-5-(1H-pyrazol-1-yl)quinoline-2-carboxamide